C(C)(C)(C)OC(=O)N(C=1SC=C(N1)CC(=O)O)C {2-[(tert-Butoxycarbonyl)(methyl)amino]-1,3-thiazol-4-yl}acetic acid